chloride dihydrate O.O.[Cl-]